2-[[6-Chloro-2-(2-methyl-4-pyridyl)pyrrolo[3,2-c]pyridin-1-yl]methoxy]ethyl-trimethyl-silane ClC1=CC2=C(C=N1)C=C(N2COCC[Si](C)(C)C)C2=CC(=NC=C2)C